ClC1=C(C=C(CNC(CC)=O)C=C1)C=1NC(C=C(N1)C=1C=NC(=CC1)OCCC)=O N-(4-chloro-3-{6-oxo-4-[6-propoxypyridin-3-yl]-1,6-dihydropyrimidin-2-yl}benzyl)propanamide